(R)-7-(2-((2-ethyl-4-(4-(2-hydroxyethyl)-2-methylpiperazin-1-yl)phenyl)amino)-5-(trifluoromethyl)pyrimidin-4-yl)-2,3-dihydro-5H-thieno[3,2-e][1,4]oxathiepine 1,1-dioxide C(C)C1=C(C=CC(=C1)N1[C@@H](CN(CC1)CCO)C)NC1=NC=C(C(=N1)C1=CC=2S(CCOCC2S1)(=O)=O)C(F)(F)F